C(C)NC(=O)N1CC2(CCN3N=C(C=C32)C=3C=NC2=CC=C(C=C2C3)F)C1 N-ethyl-2'-(6-fluoroquinolin-3-yl)-5',6'-dihydrospiro[azetidine-3,4'-pyrrolo[1,2-b]pyrazole]-1-carboxamide